divinyl diacetate C(C)(=O)OC=C.C(C)(=O)OC=C